6-(dimethylamino)-4-(trifluoromethyl)-1-benzofuran-2-carboxamid CN(C1=CC2=C(C=C(O2)C(=O)N)C(=C1)C(F)(F)F)C